C(C)N(C1=NC=C(C(=N1)C(C)C)C1=CC(=NO1)C)C N-ethyl-N-methyl-5-(3-methyl-1,2-oxazol-5-yl)-4-(propan-2-yl)pyrimidin-2-amine